C1(=CC=CC=C1)[C@H]1[C@@H](C1)NC(C1=CC(=CC=C1)NC1=CC=C(C=C1)C1=NC=CN=C1)=O N-((1R,2S)-2-phenylcyclopropyl)-3-((4-(pyrazin-2-yl)phenyl)amino)benzamide